OCCN(CCCCCC(=O)N(CCCCCCCCCC)CCCCCCCCCC)CCCCCC(=O)N(CCCCCCCCCC)CCCCCCCCCC 6,6'-((2-Hydroxyethyl)Azanediyl)Bis(N,N-Didecylhexanamide)